Oxetan-3-yl (4-((7-cyano-1-methyl-2-((1-methyl-2-oxo-5-(trifluoromethyl)-1,2-dihydropyridin-3-yl)amino)-1H-imidazo[4,5-b]pyridin-6-yl)oxy)pyridin-2-yl)carbamate C(#N)C1=C2C(=NC=C1OC1=CC(=NC=C1)NC(OC1COC1)=O)N=C(N2C)NC=2C(N(C=C(C2)C(F)(F)F)C)=O